2-(5-(3,5-dichlorophenyl)-5-(trifluoromethyl)-4,5-dihydroisoxazol-3-yl)-N-(2-oxo-2-((2,2,2-trifluoroethyl)amino)ethyl)-2,3-dihydro-1H-pyrrolo[3,4-c]pyridine-6-carboxamide ClC=1C=C(C=C(C1)Cl)C1(CC(=NO1)N1CC=2C=NC(=CC2C1)C(=O)NCC(NCC(F)(F)F)=O)C(F)(F)F